ClC1=C(C=C2C=C(N=CC2=C1)NC(=O)[C@H]1[C@@H](C1)C=1N(N=CC1)C(C)C)N1CCN(CC1)[C@]1(COC[C@H]1O)C (1R,2R)-N-[7-chloro-6-[4-((3S,4S)-4-hydroxy-3-methyl-tetrahydrofuran-3-yl)piperazin-1-yl]-3-isoquinolyl]-2-(2-isopropylpyrazol-3-yl)cyclopropanecarboxamide